BrC=1C=C2C(=C(C=NC2=CC1)[N+](=O)[O-])NCCCCOC1=NC=C(C=C1[C@@H]1N(C[C@H](C1)F)C(=O)OC(C)(C)C)F tert-butyl (2R,4S)-2-(2-(4-(6-bromo-3-nitroquinolin-4-ylamino) butoxy)-5-fluoropyridin-3-yl)-4-fluoropyrrolidine-1-carboxylate